CC=1NC2=C(C=CC(=C2C1C)C1=CC(=CC=C1)NS(=O)(=O)C=CC)C(=O)N 2,3-dimethyl-4-(3-(N-methylvinylsulfonylamino)phenyl)-1H-indole-7-carboxamide